S1C(=CC2=C1C=CC=C2)C2(CCN(CC2)C2=C(C(N(C1=CC=CC=C21)C)=O)C#N)OC 4-[4-(1-benzothiophen-2-yl)-4-methoxypiperidin-1-yl]-1-methyl-2-oxo-1,2-dihydroquinoline-3-carbonitrile